CC1=C(C=CC(=C1)N1CCCCC1)NC1C[C@@H]2CC(C[C@@H]2C1)N (3aR,6aS)-N2-(2-methyl-4-(piperidin-1-yl)phenyl)octahydropentalene-2,5-diamine